tri(hexyl-cyclopentadienyl)phosphine C(CCCCC)C1(C=CC=C1)P(C1(C=CC=C1)CCCCCC)C1(C=CC=C1)CCCCCC